C[C@H]1C[C@H](CN1)OC=1N=CC2=C(N1)NC=C2C#N (((3R,5S)-5-methylpyrrolidin-3-yl)oxy)-7H-pyrrolo[2,3-d]pyrimidine-5-carbonitrile